4-[difluoro-[6-methyl-2-[4-[4-[(4R)-4-(tert-butoxycarbonylamino)-2-oxo-pyrrolidin-1-yl]phenyl]sulfonylpiperazin-1-yl]pyrimidin-4-yl]methyl]cyclohexanecarboxylic acid FC(C1CCC(CC1)C(=O)O)(C1=NC(=NC(=C1)C)N1CCN(CC1)S(=O)(=O)C1=CC=C(C=C1)N1C(C[C@H](C1)NC(=O)OC(C)(C)C)=O)F